C1(CCCC1)S (cyclopentyl)sulfane